N-((5-chloronaphthalen-2-yl)methyl)-4-hydroxypyrrolidine ClC1=C2C=CC(=CC2=CC=C1)CN1CCC(C1)O